C(C)C1=C2C(=CC=3C(N(C(C13)=O)CO[N+](=O)[O-])=O)C(NC2=O)=O Ethyl-6-((nitrooxy)methyl)-1,3,5,7-tetraoxo-3,5,6,7-tetrahydropyrrolo[3,4-f]isoindole